5-Chloro-6-fluoro-4-(8-fluoro-2-(((2R,7aS)-2-fluorotetrahydro-1H-pyrrolizin-7a(5H)-yl)methoxy)-4-((S)-1-oxa-6-azaspiro[3.5]nonan-6-yl)pyrido[4,3-d]pyrimidin-7-yl)naphthalen-2-ol ClC1=C2C(=CC(=CC2=CC=C1F)O)C1=C(C=2N=C(N=C(C2C=N1)N1C[C@@]2(CCO2)CCC1)OC[C@]12CCCN2C[C@@H](C1)F)F